ClC=1C(=NC=2CN(CCC2C1)CC=1N(C2=C(N1)C=CC(=C2)C(=O)OC)C[C@H]2OCC2)O methyl 2-[(3-chloro-2-hydroxy-6,8-dihydro-5H-1,7-naphthyridin-7-yl)methyl]-3-[(2S)-oxetan-2-ylmethyl]-1,3-benzodiazole-5-carboxylate